N1C=NC(=C1)CN1N=C(C2=C(C=CC=C12)C1=CC=C(C=C1)C1=CC=NC=C1)N ((1H-imidazol-4-yl)methyl)-4-(4-(pyridin-4-yl)phenyl)-1H-indazol-3-amine